C(CC)NC(NCCC[Si](OC)(OC)OC)=O 3-(3-propylureido)propyltrimethoxysilane